ClC1=CC2=C(N=N1)N(CCC2)C2=CC1=C(N(C(N1C)=O)C)C=C2 5-(3-chloro-6,7-dihydropyrido[2,3-c]pyridazin-8(5H)-yl)-1,3-dimethyl-1,3-dihydro-2H-benzo[d]imidazol-2-one